Cl.C1(CC1)C1=NOC(=N1)C(C)N [1-(3-cyclopropyl-1,2,4-oxadiazol-5-yl)ethyl]amine hydrochloride